CCCCOCC(C)O n-Butoxy-2-propanol